6-(5-(4-fluorophenyl)-2-(((2-fluorophenyl)amino)methyl)-1H-imidazol-4-yl)imidazo[1,2-b]pyridazine-3-carboxylic acid hydrazide FC1=CC=C(C=C1)C1=C(N=C(N1)CNC1=C(C=CC=C1)F)C=1C=CC=2N(N1)C(=CN2)C(=O)NN